(2-hydroxyethyl)-4-methylpiperazine OCCN1CCN(CC1)C